5-(((1S,3R)-3-(hydroxymethyl)cyclohexyl)oxy)-2-(4-methoxybenzyl)-4-(trifluoromethyl)pyridazin-3(2H)-one OC[C@H]1C[C@H](CCC1)OC1=C(C(N(N=C1)CC1=CC=C(C=C1)OC)=O)C(F)(F)F